acetyl-acetic Acid C(C)(=O)CC(=O)O